BrC=1C=CC(=C(C1)C1=C(C=CC=C1)Cl)S(=O)(=O)N1CCC(CC1)(C(=O)N[C@H](C)\C=C/[S@@](=O)(=N)C)F 1-((5-bromo-2'-chloro-[1,1'-biphenyl]-2-yl)sulfonyl)-4-fluoro-N-((R,Z)-4-((R)-S-methylsulfonimidoyl)but-3-en-2-yl)piperidine-4-carboxamide